Tert-butyl (1-(4-bromo-1-(3-methyl-3-(methylsulfonyl)but-1-yn-1-yl)-6,7-dihydro-5H-cyclopenta[c]pyridin-3-yl)-2-(3,5-difluorophenyl)ethyl)carbamate BrC=1C2=C(C(=NC1C(CC1=CC(=CC(=C1)F)F)NC(OC(C)(C)C)=O)C#CC(C)(S(=O)(=O)C)C)CCC2